3-{6-{4-[bis(2',4'-dibutyloxybiphenyl-4-yl)amino]phenyl}-4,4-dihexyl-cyclopenta-[2,1-b:3,4-b']dithiophene-2-yl}-2-cyanoacrylic acid C(CCC)OC1=C(C=CC(=C1)OCCCC)C1=CC=C(C=C1)N(C1=CC=C(C=C1)C1=CC2=C(S1)C=1SC(=CC1C2(CCCCCC)CCCCCC)C=C(C(=O)O)C#N)C2=CC=C(C=C2)C2=C(C=C(C=C2)OCCCC)OCCCC